CN(C(=O)C1CN(C=2N(C1)N=CC2C2=CC=C(C=C2)C(F)(F)F)C(=O)OC(C)(C)C)C(C)C2=NC=CC=C2 tert-butyl 6-(methyl(1-(pyridin-2-yl)ethyl)carbamoyl)-3-(4-(trifluoromethyl)phenyl)-6,7-dihydropyrazolo[1,5-a]pyrimidine-4(5H)-carboxylate